C(#N)C=1C(=NN2C1N=C(C=C2)NC[C@@H]2N(CCC2)C(=O)OC(C)(C)C)C=2OC=CC2 tert-butyl (2R)-2-[[[3-cyano-2-(2-furyl)pyrazolo[1,5-a]pyrimidin-5-yl]amino]methyl]pyrrolidine-1-carboxylate